((4-nitrophenyl)sulfonyl)piperazine-1-carboxylic acid tert-butyl ester C(C)(C)(C)OC(=O)N1C(CNCC1)S(=O)(=O)C1=CC=C(C=C1)[N+](=O)[O-]